FC(S(=O)(=O)C1=C(C=C(C=C1)B1OC(C(O1)(C)C)(C)C)C)F 2-[4-(difluoromethylsulfonyl)-3-methyl-phenyl]-4,4,5,5-tetramethyl-1,3,2-dioxaborolane